N-(2-((furan-2-ylmethyl)thio)ethyl)-4-hydroxybenzamide O1C(=CC=C1)CSCCNC(C1=CC=C(C=C1)O)=O